4-(5-(3-Ethyl-4-(2-(piperidin-4-yl)ethoxy)phenyl)-8-oxo-6-thioxo-5,7-diazaspiro[3.4]oct-7-yl)-2-(trifluoromethyl)benzonitrile C(C)C=1C=C(C=CC1OCCC1CCNCC1)N1C2(CCC2)C(N(C1=S)C1=CC(=C(C#N)C=C1)C(F)(F)F)=O